C1(CC1)C=1N(C2=C(C=NC=3N=C(C=CC23)OC)N1)CC1=CC=C(C=N1)S(=O)(=O)N 6-((2-cyclopropyl-7-methoxy-1H-imidazo[4,5-c][1,8]naphthyridin-1-yl)methyl)pyridine-3-sulfonamide